O1CCC2=C1C=CC(=C2)C=2C=C(C=CC2)S(=O)(=O)NC2=CC(=C(C(=O)O)C=C2)O 4-({[3-(2,3-dihydro-1-benzofuran-5-yl)phenyl]sulfonyl}amino)-2-hydroxybenzoic acid